octadecyl-trimethyl-oxysilane C(CCCCCCCCCCCCCCCCC)[Si](OC)(OC)OC